COC=1C=C2N=C(C(=NC2=CC1)C1=CC=CC=C1)C1=CC=CC=C1 6-methoxy-2,3-diphenylquinoxaline